C(C1=CC=CC=C1)C=1N(C=2C(=C3CC[C@@H](N(C3=CC2)C(=O)OC)C)N1)C1CCCCC1 trans-4-[(7S)-2-Benzyl-6-(methoxycarbonyl)-7-methyl-3H,6H,7H,8H,9H-imidazo[4,5-f]chinolin-3-yl]cyclohexan